2-(4-Chloro-3-(3-(1-hydroxycycloheptyl)propanoyl)phenyl)-4-((2R)-2-hydroxy-3-methoxy-propyl)-1,2,4-triazine-3,5-dione ClC1=C(C=C(C=C1)N1N=CC(N(C1=O)C[C@H](COC)O)=O)C(CCC1(CCCCCC1)O)=O